2-({[(2-methyl-2-propanyl)oxy]carbonyl}amino)-5-oxohexanoate CC(C)(C)OC(=O)NC(C(=O)[O-])CCC(C)=O